C(C)N(C(O[SiH3])=O)CC silyl diethylcarbamate